C1(CC1)C1=C(C(=NO1)C1=C(C=NC=C1Cl)Cl)COC12CCC(CC1)(CC2)C2=NC1=C(C=CC=C1C=C2)OC2COC2 2-(4-((5-Cyclopropyl-3-(3,5-dichloropyridin-4-yl)isoxazol-4-yl)methoxy)bicyclo[2.2.2]octan-1-yl)-8-(oxetan-3-yloxy)chinolin